NC1=NC(=C(C=2N1C(N(N2)CC=2OC=CN2)=O)C2=CC(=NC(=C2)C)CO)C2=CC=CC=C2 5-amino-8-[2-(hydroxymethyl)-6-methyl-4-pyridinyl]-2-(oxazol-2-ylmethyl)-7-phenyl-[1,2,4]triazolo[4,3-c]pyrimidin-3-one